ClC1=CC=C(C=C1)C1=NOC(=N1)N1CCC(CC1)C(=O)OC Methyl 1-(3-(4-chlorophenyl)-1,2,4-oxadiazol-5-yl)piperidine-4-carboxylate